bis(2-methylnaphthalen-1-yl)(3-(phenanthren-9-yl)phenyl)borane CC1=C(C2=CC=CC=C2C=C1)B(C1=CC(=CC=C1)C=1C2=CC=CC=C2C=2C=CC=CC2C1)C1=C(C=CC2=CC=CC=C12)C